5-(2-Isopropyl-4-methoxy-5-thiophen-3-yl-benzyl)-pyrimidine-2,4-diamine C(C)(C)C1=C(CC=2C(=NC(=NC2)N)N)C=C(C(=C1)OC)C1=CSC=C1